C(C)(C)(C)OC(N[C@H]1CN([C@H](C1)C)C=1N=NC=CC1)=O (3R,5S)-1-(pyridazin-3-yl)-5-methylpyrrolidin-3-yl-carbamic acid tert-butyl ester